ClC1=CC=C(C=C1)C1=CC=2C3=C(C=NC2C=C1)N(C(N3C3=NC=CC(=N3)N)=N)C 2-(8-(4-Chlorophenyl)-2-imino-3-methyl-2,3-dihydro-1H-imidazo[4,5-c]quinolin-1-yl)pyrimidin-4-amine